N[C@@H](CCC(N)=O)C(=O)O glutamine